NC1=C2C(=NC=N1)N(N=C2)CC(=O)O 2-(4-amino-1H-pyrazolo[3,4-d]pyrimidin-1-yl)acetic acid